C(C)(C)(C)OC(=O)N1C[C@H](N(CC1)CC)CC (R)-3,4-diethyl-piperazine-1-carboxylic acid tert-butyl ester